COC(C)C1=C(N)C=CC(=C1)C 2-(1-methoxyethyl)-4-methylaniline